C(C(C)C)S(=O)(=O)C1=C(OC2=C(C=C(C=C2)C2=NOC(=N2)CN2CN(C(C2)(C)C)CC2=NC=CC=C2)C(F)(F)F)C=CC=C1 3-((3-(4-(2-(isobutylsulfonyl)phenoxy)-3-(trifluoromethyl)phenyl)-1,2,4-oxadiazol-5-yl)methyl)-5,5-dimethyl-1-(pyridin-2-ylmethyl)imidazolidine